gamma-aminopropyl-triethoxysilane cesium 3,4-dihydroxybenzoate OC=1C=C(C(=O)[O-])C=CC1O.[Cs+].NCCC[Si](OCC)(OCC)OCC